Cl.CC=1C=C(C=C2C(NC(=NC12)C1=CC2=C(C=N1)C=CS2)=O)CN2CC(N(CC2)C)=O 8-methyl-6-[(4-methyl-3-oxo-piperazin-1-yl)methyl]-2-thieno[3,2-c]pyridin-6-yl-3H-quinazolin-4-one hydrochloride